3-(4-Azido-3,5-difluorophenoxy)-1-propanamine N(=[N+]=[N-])C1=C(C=C(OCCCN)C=C1F)F